CCC tricarbane